6-(1H-pyrrolo[2,3-b]pyridin-4-yl)nicotinic acid N1C=CC=2C1=NC=CC2C2=NC=C(C(=O)O)C=C2